perfluorodiphenyl-2,4-diphenyl-benzofurane FC1=C(C2=C(C(=C(O2)C2=C(C(=C(C(=C2F)F)F)F)F)C2=C(C(=C(C(=C2F)F)F)F)F)C(=C1C1=C(C(=C(C(=C1F)F)F)F)F)C1=C(C(=C(C(=C1F)F)F)F)F)F